NC=1C=C(C=CC1)C=1N=C(SC1)NC(=O)C=1N(C=CC1)CC1=CC(=NC=C1)F N-[4-(3-aminophenyl)-1,3-thiazol-2-yl]-1-[(2-fluoropyridin-4-yl)methyl]Pyrrole-2-carboxamide